tert-Butyl N-[(1R)-1-[[4-[1-(benzenesulfonyl)-2-methyl-pyrrolo[2,3-b]pyridin-4-yl]-3-ethyl-phenyl]carbamoyl]-2,2-dimethyl-propyl]carbamate C1(=CC=CC=C1)S(=O)(=O)N1C(=CC=2C1=NC=CC2C2=C(C=C(C=C2)NC(=O)[C@@H](C(C)(C)C)NC(OC(C)(C)C)=O)CC)C